C12N[C@@H](C(CC1)CC2)C(=O)N2C1CC(CC2CC1)C1=CN(C2=CN=CC=C21)C2=C(C(=O)N(C(C)C)C(C)C)C=C(C=C2)F 2-(3-{8-[(3S)-2-azabicyclo[2.2.2]octane-3-carbonyl]-8-azabicyclo[3.2.1]octan-3-yl}-1H-pyrrolo[2,3-c]pyridin-1-yl)-5-fluoro-N,N-di(propan-2-yl)benzamide